3-(heptadecan-2-yl)-1,2,4-oxadiazol-5(4H)-one CC(CCCCCCCCCCCCCCC)C1=NOC(N1)=O